C(C)(C)(C)OC(=O)N1CC(C1)OC1=NC=CN=C1 3-(pyrazin-2-yloxy)azetidine-1-carboxylic acid tert-butyl ester